Diphenyl-(8-(trifluoromethyl)phenanthridin-6-yl)phosphine oxide C1(=CC=CC=C1)P(C=1N=C2C=CC=CC2=C2C=CC(=CC12)C(F)(F)F)(C1=CC=CC=C1)=O